CC1(C(C=CC=C1)CC(=O)C1=CC=CC=C1)C 2,2-dimethyl-phenylacetophenone